1-Methyl-2-(6-trifluoromethoxy-benzothiazol-2-ylamino)-1H-benzoimidazole-5-carboxylic acid ((2S,3R,4R,5S,6R)-2,4,5-trihydroxy-6-hydroxymethyl-tetrahydro-pyran-3-yl)-amide O[C@H]1O[C@@H]([C@H]([C@@H]([C@H]1NC(=O)C1=CC2=C(N(C(=N2)NC=2SC3=C(N2)C=CC(=C3)OC(F)(F)F)C)C=C1)O)O)CO